ClC=1C=C(OCC(C(=O)OC(C)(C)C)=C)C=C(C1)[N+](=O)[O-] tert-butyl 2-[(3-chloro-5-nitro-phenoxy) methyl]prop-2-enoate